3-morpholinepropanesulfonic acid sodium salt [Na+].N1C(COCC1)CCCS(=O)(=O)[O-]